OCC=1C2=C(C(NN1)=O)C(=NC=C2)N(C([O-])=O)C([2H])([2H])[2H] 1-(hydroxymethyl)-4-oxo-3,4-dihydropyrido[3,4-d]pyridazin-5-yl-(methyl-d3)carbamate